NCCOC=1C=C(CC=2C=C3C(=NNC3=CC2)NC2=NC(=NC(=C2)Cl)Cl)C=C(C1)Cl 5-(3-(2-aminoethoxy)-5-chlorobenzyl)-N-(2,6-dichloropyrimidin-4-yl)-1H-indazol-3-amine